CNC1=NC=C(C2=CC(=NC=C12)N)C1=NN2C(C=CC(=C2)N2CCOCC2)=N1 N1-methyl-4-(6-morpholino-[1,2,4]triazolo[1,5-a]pyridin-2-yl)-2,7-naphthyridine-1,6-diamine